7-((4-(2-chloro-6-(methylcarbamoyl)pyridin-3-yl)piperazin-1-yl)methyl)-3,6-dimethylpyrazolo[1,5-a]quinoxalin-4(5H)-one ClC1=NC(=CC=C1N1CCN(CC1)CC=1C(=C2NC(C=3N(C2=CC1)N=CC3C)=O)C)C(NC)=O